C(#C)C1=CC(=NC2=CC(=CC=C12)C(=O)N[C@@H](CO)CC)C1=CC=C(C=C1)C(F)(F)F (R)-4-ethynyl-N-(1-hydroxybutan-2-yl)-2-(4-(trifluoromethyl)phenyl)quinoline-7-carboxamide